FC(CN1CC[C@@H]2N(C([C@H](C1)NC(OC(C)(C)C)=O)=O)[C@@H](CC2)C(NCC2=CC=C(C=C2)F)=O)(C)F tert-butyl ((5S,8S,10aR)-3-(2,2-difluoropropyl)-8-((4-fluorobenzyl)carbamoyl)-6-oxodecahydropyrrolo[1,2-a][1,5]diazocin-5-yl)carbamate